N-(6-methoxy-2-((1r,4r)-4-((methyl-(piperidin-4-ylmethyl)amino)methyl)cyclohexyl)-2H-indazol-5-yl)-6-(trifluoromethyl)pyridinecarboxamide COC=1C(=CC2=CN(N=C2C1)C1CCC(CC1)CN(CC1CCNCC1)C)NC(=O)C1=NC(=CC=C1)C(F)(F)F